FC=1C=C(C=C(C1)C=1C=NN(C1)C)SC1=CN=C(S1)CNC(OC(C)(C)C)=O tert-Butyl ((5-((3-fluoro-5-(1-methyl-1H-pyrazol-4-yl)phenyl)thio)thiazol-2-yl)methyl)carbamate